ClC=1C(=C(C=CC1F)C(\C=C\C1=C(C=C(C=C1)C(F)(F)F)OCCCOC)=O)O (E)-1-(3-chloro-4-fluoro-2-hydroxy-phenyl)-3-[2-(3-methoxypropoxy)-4-(trifluoromethyl)phenyl]prop-2-en-1-one